COC1=CC=CC(=N1)CO (6-methoxypyridin-2-yl)methanol